N-(3-chloro-2-fluorophenyl)-6-(tetrahydropyrimidin-1(2H)-yl)quinazolin-4-amine ClC=1C(=C(C=CC1)NC1=NC=NC2=CC=C(C=C12)N1CNCCC1)F